5-(3,5-dimethyl-4-(piperidin-4-ylmethyl)piperazin-1-yl)-2-(2,6-dioxopiperidin-3-yl)-6-fluoroisoindoline-1,3-dione CC1CN(CC(N1CC1CCNCC1)C)C=1C=C2C(N(C(C2=CC1F)=O)C1C(NC(CC1)=O)=O)=O